CC1=NC(=NO1)C1=CC=CC(=N1)C(=O)O 6-(5-methyl-1,2,4-oxadiazol-3-yl)pyridine-2-carboxylic acid